4-(2-(prop-2-yn-1-yl)-2,8-diazaspiro[4.5]decan-8-yl)-2-(pyridin-4-yl)pyrido[3,4-d]pyrimidine C(C#C)N1CC2(CC1)CCN(CC2)C=2C1=C(N=C(N2)C2=CC=NC=C2)C=NC=C1